O1C=C(C=C1)C1=CC=C(C=C1)B(O)O 4-(furan-3-yl)phenylboronic acid